ClC=1C=C(C=CC1C#N)N1CC2(C[C@H]1C)CCN(CC2)C2=CC=C(C(=O)N1CCC(CC1)CN1CCN(CC1)C=1C=CC(=NC1)C(=O)N[C@H]1C(NC(CC1)=O)=O)C=C2 5-(4-((1-(4-((R)-2-(3-Chloro-4-cyanophenyl)-3-methyl-2,8-diazaspiro[4.5]decan-8-yl)benzoyl)piperidin-4-yl)meth-yl)piperazin-1-yl)-N-((R)-2,6-dioxopiperidin-3-yl)picolinamide